(R)-N-(3-(3-chloro-2-(3-methoxy-4-((((5-oxopyrrolidin-2-yl)methyl)amino)methyl)phenyl)pyridin-4-yl)-2-methylphenyl)-5-(((2-hydroxyethyl)amino)methyl)picolinamide ClC=1C(=NC=CC1C=1C(=C(C=CC1)NC(C1=NC=C(C=C1)CNCCO)=O)C)C1=CC(=C(C=C1)CNC[C@@H]1NC(CC1)=O)OC